C1=CC=CC=2C3=CC=CC=C3N(C12)C1=CC=2C(C3=CC(=CC=C3C2C=C1)N1C2=CC=CC=C2C=2C=CC=CC12)(C)C 2,7-bis(9H-carbazol-9-yl)-9,9-dimethylfluorene